N[C@H](C(=O)N)COCCCO (S)-2-amino-3-(3-hydroxypropoxy)propanamide